2-[(2R,4S)-4-{4-Amino-3-[2-(1-cyclopropyl-1,3-benzodiazol-5-yl)ethynyl]pyrazolo[3,4-d]pyrimidin-1-yl}-1-(prop-2-enoyl)pyrrolidin-2-yl]acetonitrile NC1=C2C(=NC=N1)N(N=C2C#CC2=CC1=C(N(C=N1)C1CC1)C=C2)[C@H]2C[C@@H](N(C2)C(C=C)=O)CC#N